C1(=CC=CC=C1)C=1CN(CC1)C(=O)OC(C)(C)C tert-butyl 3-phenyl-2,5-dihydropyrrole-1-carboxylate